FC1(CN(C1)C(C)C)C#CC1=CC2=C(OC[C@@H](C(N2C)=O)NC(C2=NC=CC(=C2)OC2=CC=CC=C2)=O)C=C1 (S)-N-(7-((3-fluoro-1-isopropylazetidin-3-yl)ethynyl)-5-methyl-4-oxo-2,3,4,5-tetrahydrobenzo[b][1,4]oxazepin-3-yl)-4-phenoxypicolinamide